6-(4-chlorophenyl)-N-((1-cyclohexylpiperidin-3-yl)methyl)-2-(pyridin-3-yl)pyrimidin-4-amine ClC1=CC=C(C=C1)C1=CC(=NC(=N1)C=1C=NC=CC1)NCC1CN(CCC1)C1CCCCC1